8-(tert-butyl) 4-ethyl 2-methyl-3-oxo-1-oxa-8-azaspiro[4.5]decane-4,8-dicarboxylate CC1OC2(C(C1=O)C(=O)OCC)CCN(CC2)C(=O)OC(C)(C)C